8-Chloro-4-ethyl-2,3-dihydropyrano[4,3,2-de]quinolin-5(6H)-one ClC=1C=C2C=3C(=C(C(NC3C1)=O)CC)CCO2